(R)-5-amino-N-(1-(3,5-bis(1-methyl-1H-pyrazol-4-yl)phenyl)ethyl)-2-methylbenzamide NC=1C=CC(=C(C(=O)N[C@H](C)C2=CC(=CC(=C2)C=2C=NN(C2)C)C=2C=NN(C2)C)C1)C